ClC=1C2=C(N=CN1)C1=C(N2CC(F)(F)F)C=CC(=N1)CN(C)C 1-(4-Chloro-5-(2,2,2-trifluoroethyl)-5H-pyrido[2',3':4,5]pyrrolo[3,2-d]pyrimidin-8-yl)-N,N-dimethylmethanamine